2-(2,6-dioxopiperidin-3-yl)-4-((4-(piperidin-1-ylmethyl)phenethyl)thio)isoindoline-1,3-dione O=C1NC(CCC1N1C(C2=CC=CC(=C2C1=O)SCCC1=CC=C(C=C1)CN1CCCCC1)=O)=O